4,4'-((1,4,7,10,13,16,21,24-octaazabicyclo[8.8.8]hexacosane-4,13-diyl)bis(methylene))diphenol N12CCN(CCNCCN(CCN(CCNCC1)CC1=CC=C(C=C1)O)CCNCCNCC2)CC2=CC=C(C=C2)O